2-{3-[3-(cyclopentylamino)pyrrolidin-1-yl]-1,2,4-triazin-6-yl}-5-(1H-pyrazol-4-yl)phenol dihydrochloride Cl.Cl.C1(CCCC1)NC1CN(CC1)C=1N=NC(=CN1)C1=C(C=C(C=C1)C=1C=NNC1)O